ClC1=C(C=CC=C1)C1OP(OCC1(C)C)(O)=O 4-(2-chlorophenyl)-5,5-dimethyl-2-hydroxy-1,3,2-dioxaphosphorinane-2-oxide